N-{[9-(4-fluorobenzyl)-beta-carbolin-1-yl]methyl}-9-(4-fluorobenzyl)-beta-carbolin-1-amine FC1=CC=C(CN2C3=CC=CC=C3C=3C=CN=C(C23)CNC2=NC=CC=3C4=CC=CC=C4N(C23)CC2=CC=C(C=C2)F)C=C1